N-[(6-Amino-2-pyridyl)sulfonyl]-6-(3-fluoro-2-methylphenyl)-2-[(4S)-2,2,4-trimethylpyrrolidin-1-yl]pyridin-3-carboxamid NC1=CC=CC(=N1)S(=O)(=O)NC(=O)C=1C(=NC(=CC1)C1=C(C(=CC=C1)F)C)N1C(C[C@@H](C1)C)(C)C